1,6,10-trimethyl-12-isobutyl-hexacyclo[6.6.1.13,6.110,13.02,7.09,14]-4-heptadecene CC12C3C4C=CC(C3C(C3C5(CC(C(C31)C5)CC(C)C)C)C2)(C4)C